CC1=CC=CC(=N1)NCCCCC(=O)NCC(=O)NCCC(=O)O 3-(2-(5-((6-methylpyridin-2-yl)amino)pentanoylamino)acetylamino)propanoic acid